CS(=O)(=O)O[C@H]1CC[C@@]2(C3CC[C@@]4(C(=CCC4C3CC=C2C1)N1N=NC=C1)C)C (3S,10R,13S)-10,13-dimethyl-17-(1H-1,2,3-triazol-1-yl)-2,3,4,7,8,9,10,11,12,13,14,15-dodecahydro-1H-cyclopenta[a]phenanthren-3-yl methanesulfonate